O1CCC2=C1C=CC(=C2)NC=2C(C(C2NCC2=NC=CC=C2)=O)=O 3-((2,3-dihydrobenzofuran-5-yl)amino)-4-((pyridin-2-ylmethyl)amino)cyclobut-3-ene-1,2-dione